4-[(4S)-7-(3,5-dimethylisoxazol-4-yl)-4-pyridin-2-yl-4,5-dihydroimidazo[1,5,4-de][1,4]benzoxazin-2-yl]piperazine-1-sulfonamide CC1=NOC(=C1C1=CC=C2C=3N([C@H](COC31)C3=NC=CC=C3)C(=N2)N2CCN(CC2)S(=O)(=O)N)C